BrCC\C=C\CCCCCCCCCCCCCC(OC)OC (3E)-1-bromo-18,18-dimethoxy-3-octadecene